NC=1C(=NC(=CN1)C1=NC=CC=C1C(F)(F)F)C(=O)NC1=NC=CC=C1N1CCC(CC1)(COCC)N 3-amino-N-(3-(4-amino-4-(ethoxymethyl)piperidin-1-yl)pyridin-2-yl)-6-(3-(trifluoromethyl)pyridin-2-yl)pyrazine-2-carboxamide